tert-butyl 3,6-diazabicyclo[3.2.0]heptane-6-carboxylate C12CNCC2N(C1)C(=O)OC(C)(C)C